CC1CCC(CC1)NC(=O)C1CCN(CC1)C(=O)C1=NNC(=C1)C1=CC(=NC=C1)C N-(4-methylcyclohexyl)-1-[5-(2-methylpyridin-4-yl)-1H-pyrazole-3-carbonyl]piperidine-4-carboxamide